BrC=1C=C2C(=C(C=NC2=CC1)C#N)NC1=C(C(=O)O)C=CC=C1 2-[(6-bromo-3-cyano-4-quinolinyl)amino]benzoic acid